γ-glycidoxypropyl-diacetoxyethylsilane C(C1CO1)OCCC[SiH2]CC(OC(C)=O)OC(C)=O